BrC=1C=CC2=C(C(=C(O2)CO)COC2=C(C=CC=C2)CC(=O)OCC)C1 ethyl 2-(2-((5-bromo-2-(hydroxymethyl)benzofuran-3-yl)methoxy)phenyl)acetate